C/C=C/C(=O)O β-methacrylic acid